2-({[4-(Dimethylamino)butanoyl]oxy}methyl)-2-({[5-(octanoyloxy)pentanoyl]oxy}methyl)propane-1,3-diyl bis(3-pentyloctanoate) C(CCCC)C(CC(=O)OCC(COC(CC(CCCCC)CCCCC)=O)(COC(CCCCOC(CCCCCCC)=O)=O)COC(CCCN(C)C)=O)CCCCC